FC(C=1C(=C(C=CC1)[C@@H](C)NC=1C2=C(N=C(N1)C)N=C(C(=C2)C2=CCN(CC2)C(CN(C)C)=O)OC)C)F (R)-1-(4-(4-((1-(3-(difluoromethyl)-2-methylphenyl)ethyl)amino)-7-methoxy-2-methylpyrido[2,3-d]pyrimidin-6-yl)-5,6-dihydropyridin-1(2H)-yl)-2-(dimethylamino)ethan-1-one